6-(6-aminopyrazin-2-yl)-N-(4-piperazin-1-ylphenyl)imidazo[1,2-a]pyrazin-8-amine dihydrochloride Cl.Cl.NC1=CN=CC(=N1)C=1N=C(C=2N(C1)C=CN2)NC2=CC=C(C=C2)N2CCNCC2